N-(3-(2,5-dimethylmorpholino)phenyl)-4-fluoro-7-methyl-1H-indole CC1OCC(N(C1)C=1C=C(C=CC1)N1C=CC2=C(C=CC(=C12)C)F)C